1-(3-(N-(4-bromophenyl)sulfamoyl)benzoyl)piperidine-3-carboxamide BrC1=CC=C(C=C1)NS(=O)(=O)C=1C=C(C(=O)N2CC(CCC2)C(=O)N)C=CC1